(S)-1-Cyclopropyl-2-methoxy-N-((6-morpholinopyridazin-3-yl)methyl)ethan-1-amine C1(CC1)[C@@H](COC)NCC=1N=NC(=CC1)N1CCOCC1